2-(3-methoxy-1-bicyclo[1.1.1]pentanyl)-7-(4-piperidyl)-3H-imidazo[4,5-b]pyridine COC12CC(C1)(C2)C2=NC=1C(=NC=CC1C1CCNCC1)N2